ClC=1C2=C(N=CN1)C(=CN2)C(=O)NCCO 4-chloro-N-(2-hydroxyethyl)-5H-pyrrolo[3,2-d]pyrimidine-7-carboxamide